N-[(2R)-1-aminopropan-2-yl]-2-ethyl-4-[[3-[3-(trifluoromethyl)-1H-pyrazol-4-yl]imidazo[1,2-a]pyrazin-8-yl]amino]benzamide NC[C@@H](C)NC(C1=C(C=C(C=C1)NC=1C=2N(C=CN1)C(=CN2)C=2C(=NNC2)C(F)(F)F)CC)=O